3-fluoro-5-(6-methoxypyrimidin-4-yl)-2-{3-[(3S)-3-(propan-2-yl)piperazin-1-yl]-1,2,4-triazin-6-yl}phenol FC=1C(=C(C=C(C1)C1=NC=NC(=C1)OC)O)C1=CN=C(N=N1)N1C[C@@H](NCC1)C(C)C